praseodymium neodymium water O.[Nd].[Pr]